rac-2-(N-(4-amino-5-benzoyl-thiazol-2-yl)4-methoxyanilino)propanamide NC=1N=C(SC1C(C1=CC=CC=C1)=O)N(C1=CC=C(C=C1)OC)[C@@H](C(=O)N)C |r|